1-(3,4-difluorophenyl)-3-(4-fluoro-3-(quinoxaline-6-carbonyl)phenyl)urea FC=1C=C(C=CC1F)NC(=O)NC1=CC(=C(C=C1)F)C(=O)C=1C=C2N=CC=NC2=CC1